C(C)(C)(C)OC(=O)N[C@@H](CC1=CC=CC=C1)C(=O)OCCCCCCCCCCCCCCCCCCCC icosyl (tert-butoxycarbonyl)-L-phenylalaninate